((4-((1R,4R,5R)-5-Amino-2-azabicyclo[2.2.1]heptan-2-yl)-6-fluoro-2-(2-methylpyrimidin-5-yloxy)-9H-pyrimido[4,5-b]indol-8-yl)(methyl)carbamoyloxy)methyl 2-(piperazin-1-yl)acetate N1(CCNCC1)CC(=O)OCOC(N(C)C=1C=C(C=C2C3=C(NC12)N=C(N=C3N3[C@H]1C[C@H]([C@@H](C3)C1)N)OC=1C=NC(=NC1)C)F)=O